(2-amino-5-methoxyphenyl)(4-bromophenyl)methanone NC1=C(C=C(C=C1)OC)C(=O)C1=CC=C(C=C1)Br